racemic-4,4,5,5-tetramethyl-2-((2S,2S)-2-(4-(2,2,2-trifluoroethoxy)phenyl)cyclopropyl)-1,3,2-dioxaborolane CC1(OB(OC1(C)C)[C@H]1[C@H](C1)C1=CC=C(C=C1)OCC(F)(F)F)C |&1:8|